CC1=C(C(=CC=C1)C)C The molecule is a trimethylbenzene carrying methyl groups at positions 1, 2 and 3. It has been found in Centaurium erythraea. It has a role as a neurotoxin and a plant metabolite.